C(C#C)C1CC2(C1)CCN(CC2)C(=O)OC(C)(C)C tert-butyl 2-(prop-2-yn-1-yl)-7-azaspiro[3.5]nonane-7-carboxylate